2-(1-cyclopropylethoxy)-5-nitrobenzonitrile C1(CC1)C(C)OC1=C(C#N)C=C(C=C1)[N+](=O)[O-]